[Si](C)(C)(C(C)(C)C)O[C@@H](/C(/N)=N/O)C (R,Z)-2-((tert-butyldimethylsilyl)oxy)-N'-hydroxypropanimidamide